CN1N=CC(=C1)C1=NC=CC(=C1)OC=1C=CC2=C(C(N(CO2)CCC=2C=NC=CC2)=O)C1 6-{[2-(1-methylpyrazol-4-yl)-4-pyridyl]oxy}-3-[2-(3-pyridyl)ethyl]-2H-1,3-benzoxazin-4-one